3-(methylthio)propane CSCCC